COC1=CC=C(CN(S(=O)(=O)C=2C3=CN(N=C3C=C(C2)NC(CC2=C(C=CC=C2)Cl)=O)CCN2CCOCC2)CC2=CC=C(C=C2)OC)C=C1 N-(4-(N,N-bis(4-methoxybenzyl)sulfamoyl)-2-(2-morpholinoethyl)-2H-indazol-6-yl)-2-(2-chlorophenyl)acetamide